N1=CC=C(C=C1)C(C)N1N=C(C=C1)N 1-(1-(Pyridin-4-yl)ethyl)-1H-pyrazol-3-amine